C(CCCCCCCCCCCCCCCCC)OP(=O)(O)O.N(CCO)CCO diethanolamine monostearyl-phosphate